(3RS,4R)-4-{9-Isopropyl-6-[(pyridin-3-ylmethyl)-amino]-9H-purin-2-ylamino}-hexan-3-ol C(C)(C)N1C2=NC(=NC(=C2N=C1)NCC=1C=NC=CC1)N[C@@H]([C@@H](CC)O)CC |&1:22|